2,4,4-trimethylpentane-1,3-diyl bis(2-methylpropionate) CC(C(=O)OCC(C(C(C)(C)C)OC(C(C)C)=O)C)C